(1S,3R)-3-amino-N-(4-(5,5-dimethyl-5,6-dihydro-4H-pyrrolo[1,2-b]pyrazol-3-yl)-5-(trifluoromethyl)pyridin-2-yl)cyclohexane-1-carboxamide N[C@H]1C[C@H](CCC1)C(=O)NC1=NC=C(C(=C1)C1=C2N(N=C1)CC(C2)(C)C)C(F)(F)F